FC=1C(=NC=CC1CC=1C=NC=C(C1C)OC1=C(C=C(C=C1)C(F)(F)F)F)NS(NC)(=O)=O 3-fluoro-4-[[5-[2-fluoro-4-(trifluoromethyl)phenoxy]-4-methyl-3-pyridinyl]methyl]-N-(methylsulfamoyl)pyridin-2-amine